5-bromo-2,8-dichloro-6-methylquinoline BrC1=C2C=CC(=NC2=C(C=C1C)Cl)Cl